C(CCCC)(=O)OCCl Chloromethyl Pentanoate